6-(pyrrolidin-1-ylmethyl)-8-(4-(trifluoromethyl)phenyl)imidazo[1,2-a]pyrazine N1(CCCC1)CC=1N=C(C=2N(C1)C=CN2)C2=CC=C(C=C2)C(F)(F)F